C(#N)C(NC(=O)[C@@H]1[C@H]2C([C@H]2CN1C([C@H](C(C)(C)C)NS(=O)(=O)C1=CC=C(C=C1)C)=O)(C)C)C=1C=NC=C(C1)C(F)(F)F (1R,2S,5S)-N-(cyano(5-(trifluoromethyl)pyridin-3-yl)methyl)-3-((S)-3,3-Dimethyl-2-((4-methylphenyl)sulfonamido)butanoyl)-6,6-dimethyl-3-azabicyclo[3.1.0]hexane-2-Formamide